2-bromo-1-(3-(difluoromethoxy)phenyl)ethan-1-one BrCC(=O)C1=CC(=CC=C1)OC(F)F